C(C)(C)(C)OC(=O)N1CCN(CC1)C1=C2C=CC(=NC2=C(C=C1)C(=O)OC)C methyl 5-[4-(tert-butoxycarbonyl) piperazin-1-yl]-2-methylquinoline-8-carboxylate